C(C)C1=C(C(=C2N(C(CNS2(=O)=O)C(=O)OC)C1=O)C1=CC(=CC=C1)C(F)(F)F)CC1=CC=CC2=CC=CC=C12 methyl 7-ethyl-8-(naphthalen-1-ylmethyl)-6-oxo-9-(3-(trifluoromethyl)phenyl)-3,4-dihydro-2H,6H-pyrido[1,2-e][1,2,5]thiadiazine-4-carboxylate 1,1-dioxide